rac-rel-trans-3-((1R,5R)-5-methyl-3-azabicyclo[3.1.0]hexan-1-yl)-5-(piperidin-1-ylmethyl)-5,6-dihydro-1,4,2-dioxazine C[C@@]12CNC[C@]2(C1)C1=NOC[C@H](O1)CN1CCCCC1 |o1:1,5,11|